CCCCCCCCCCCCCCCCCCCCCCCC(=O)N[C@@H](COC1[C@@H]([C@H]([C@@H]([C@H](O1)CO)O)O)O)[C@@H](CCCCCCCCCCCCCCC)O The molecule is a glycodihydroceramide that is a sphinganine derivative having a D-glucosyl group at the 1-position and a tetracosanoyl group attached to the nitrogen. It has a role as a hapten.